1-isopropyl-5-(6-methoxypyridin-2-yl)-3,3,5,7-tetramethyloctahydrobenzo[c]isoxazole C(C)(C)N1OC(C2C1C(CC(C2)(C)C2=NC(=CC=C2)OC)C)(C)C